CN1N=C(C=2C=NC(=CC21)N2CCNCC2)C2C(NC(CC2)=O)=O 3-(1-methyl-6-(piperazin-1-yl)-1H-pyrazolo[4,3-c]pyridin-3-yl)piperidine-2,6-dione